5-[(3,4-dichlorophenyl)methylamino]-2-[[2-(hydroxymethyl)oxazol-4-yl]methyl]-6H-pyrazolo[4,3-d]pyrimidin-7-one ClC=1C=C(C=CC1Cl)CNC=1NC(C=2C(N1)=CN(N2)CC=2N=C(OC2)CO)=O